FC1=C(C(=CC=C1F)F)S(=O)(=O)F 2,3,6-trifluorophenylsulfonyl fluoride